tert-butyl ((S)-3-methyl-1-((S)-2-(((R)-2-methyl-1-(4,4,5,5-tetramethyl-1,3,2-dioxaborolan-2-yl)propyl)carbamoyl)pyrrolidin-1-yl)-1-oxobutan-2-yl)carbamate CC([C@@H](C(=O)N1[C@@H](CCC1)C(N[C@@H](C(C)C)B1OC(C(O1)(C)C)(C)C)=O)NC(OC(C)(C)C)=O)C